N1=C(N=CC=C1)P1(OCC(NC1(C)C)(C)C)=O 2-(Pyrimidin-2-yl)-2-oxo-3,3,5,5-tetramethyl-[1,4,2]-oxazaphosphinane